10,12-dimethyl-17-(pyridin-3-yl)-2,3,4,7,8,9,10,11,12,13,14,15-dodecahydro-1H-cyclopenta[a]phenanthren-3-ol CC12C3CC(C4C(=CCC4C3CC=C2CC(CC1)O)C=1C=NC=CC1)C